The molecule is a 1-phosphatidyl-1D-myo-inositol in which the phosphatidyl acyl groups at positions 1 and 2 are specified as (10Z,13Z,16Z)-docosatrienoyl and linoleoyl respectively. It has a role as a human metabolite. It derives from a (10Z,13Z,16Z)-docosatrienoic acid and a linoleic acid. CCCCC/C=C\\C/C=C\\CCCCCCCC(=O)O[C@H](COC(=O)CCCCCCCC/C=C\\C/C=C\\C/C=C\\CCCCC)COP(=O)(O)OC1[C@@H]([C@H](C([C@H]([C@H]1O)O)O)O)O